(2-((4-(1-(Methylamino)ethyl)isoquinolin-1-yl)amino)ethyl)carbamic acid tert-butyl ester C(C)(C)(C)OC(NCCNC1=NC=C(C2=CC=CC=C12)C(C)NC)=O